tert-butyl (3R,4S)-3-({[3,5-bis(trifluoromethyl)phenyl]carbamoyl}amino)-4-(4-fluorophenyl)pyrrolidine-1-carboxylate FC(C=1C=C(C=C(C1)C(F)(F)F)NC(=O)N[C@H]1CN(C[C@@H]1C1=CC=C(C=C1)F)C(=O)OC(C)(C)C)(F)F